((9H-fluoren-9-ylidene)amino)hexanenitrile C1=CC=CC=2C3=CC=CC=C3C(C12)=NC(C#N)CCCC